4-(4-((6-cyclopropyl-3-(1H-pyrazol-4-yl)imidazo[1,2-a]pyrazin-8-yl)amino)-3-fluorobenzyl)piperazin C1(CC1)C=1N=C(C=2N(C1)C(=CN2)C=2C=NNC2)NC2=C(C=C(CN1CCNCC1)C=C2)F